C(CCC)[Bi](CCCC)(CCCC)=O tributyl-bismuth oxide